7-(4,5-dimethoxy-2-methylphenyl)-N-(4-ethoxyphenyl)pyrazolo[1,5-a]pyrimidine-2-carboxamide COC1=CC(=C(C=C1OC)C1=CC=NC=2N1N=C(C2)C(=O)NC2=CC=C(C=C2)OCC)C